6-((2R,3S)-2-amino-3-fluorobutyl)-7-bromo-2-chloro-N-(pyrimidin-4-ylmethyl)pyrrolo[2,1-f][1,2,4]triazin-4-amine N[C@H](CC=1C=C2C(=NC(=NN2C1Br)Cl)NCC1=NC=NC=C1)[C@H](C)F